tetradecadienamide C(C=CC=CCCCCCCCCC)(=O)N